4-((3-chloro-4-(phenylethynyl)phenoxy)methyl)-5-cyclopropyl-3-(2,6-dichlorophenyl)isoxazole ClC=1C=C(OCC=2C(=NOC2C2CC2)C2=C(C=CC=C2Cl)Cl)C=CC1C#CC1=CC=CC=C1